4-(2,3-Dichloro-6-hydroxyphenyl)-1-(1-methyl-1H-pyrazol-4-yl)pyrrolidine-2-thione ClC1=C(C(=CC=C1Cl)O)C1CC(N(C1)C=1C=NN(C1)C)=S